2-(2-(2-methoxyethoxy)ethyl)-5-((4-(4-(trifluoromethyl)piperidin-1-yl)phenyl)amino)isoindolin-1-one COCCOCCN1C(C2=CC=C(C=C2C1)NC1=CC=C(C=C1)N1CCC(CC1)C(F)(F)F)=O